4-((3-chloro-4-fluorophenyl)amino)-6-chloro-7-fluoro-1H-indole-2-carboxylic acid ClC=1C=C(C=CC1F)NC1=C2C=C(NC2=C(C(=C1)Cl)F)C(=O)O